7-amino-3-((2,5-dimethoxy-4-((4-sulfophenyl)diazenyl)phenyl)diazenyl)-4-hydroxynaphthalene-2-sulfonic acid NC1=CC=C2C(=C(C(=CC2=C1)S(=O)(=O)O)N=NC1=C(C=C(C(=C1)OC)N=NC1=CC=C(C=C1)S(=O)(=O)O)OC)O